CP(OCCN(C)C)(OCCN(C)C)=O bis-(2-dimethylamino-ethyl) methyl-phosphonate